2-tert-Butyl-7-trifluoromethylphenoxazine C(C)(C)(C)C1=CC=2NC3=CC=C(C=C3OC2C=C1)C(F)(F)F